FC1=CC=C(CN(S(=O)(=O)C2=CC=C(C=C2)NC(\C=C\C2=CC=NC=C2)=O)CC2=C(C=CC=C2)C)C=C1 (E)-N-(4-(N-(4-fluorobenzyl)-N-(2-methylbenzyl)sulfamoyl)phenyl)-3-(pyridin-4-yl)acrylamide